C(C)(=O)OOOC(C)=O diacetoxyether